tert-butyl ((3R,5R)-5-phenyl-1-(2,2,2-trifluoroacetyl)pyrrolidin-3-yl)carbamate C1(=CC=CC=C1)[C@H]1C[C@H](CN1C(C(F)(F)F)=O)NC(OC(C)(C)C)=O